CCCCCC(CCCC)O 6-decyl alcohol